1-phenyl-5-(propan-2-yl)-1H-pyrazol-4-amine hydrochloride Cl.C1(=CC=CC=C1)N1N=CC(=C1C(C)C)N